COC=1C=C(C=CC1)NC(=O)C1=CC2=C(N=C(N2)C2=CC=C(C=C2)[N+](=O)[O-])C=C1 2-(4-nitro-phenyl)-3H-benzoimidazole-5-carboxylic acid (3-methoxyphenyl)-amide